C[C@@H]1CC=2C(CN1)=C(N(N2)[C@@H](CNC(C)C=2C=NC(=NC2)C(=C)C)C)C(=O)O (6R)-6-methyl-2-((2R)-1-((1-(2-(prop-1-en-2-yl)pyrimidin-5-yl)ethyl)amino)propan-2-yl)-4,5,6,7-tetrahydro-2H-pyrazolo[4,3-c]pyridine-3-carboxylic acid